C(CCCCCCCCCC)C1=CC=C(C=C1)[I+]C1=CC=C(C=C1)CCCCCCCCCCC 4-undecylphenyl-(4-undecylphenyl)iodonium